N-[(1R)-2,2-difluorocyclopropyl]-2-(difluoromethoxy)-4-[4-(difluoromethyl)-6-[1-[(1-hydroxycyclobutyl)methyl]pyrazol-4-yl]-2-methylindazol-3-yl]-6-methoxybenzamide FC1([C@@H](C1)NC(C1=C(C=C(C=C1OC)C=1N(N=C2C=C(C=C(C12)C(F)F)C=1C=NN(C1)CC1(CCC1)O)C)OC(F)F)=O)F